CC1=C(C2=C(N=CN=C2NC2(CC2)C)O1)C=O (6-Methyl-4-((1-Methylcyclopropyl)Amino)Furo[2,3-d]Pyrimidin-5-yl)Methanone